3-(Benzofuran-5-yl)-3-(7-(2-(cycloheptylamino)-2-oxoethoxy)naphthalen-2-yl)propanoic acid O1C=CC2=C1C=CC(=C2)C(CC(=O)O)C2=CC1=CC(=CC=C1C=C2)OCC(=O)NC2CCCCCC2